FC1(CCC(CC1)CNC=1N=CC2=C(N1)NC=C2C=2C=C(C=1N(C2)C(=CN1)CO)F)F (6-(2-(((4,4-difluorocyclohexyl)methyl)amino)-7H-pyrrolo[2,3-d]pyrimidin-5-yl)-8-fluoroimidazo[1,2-a]pyridin-3-yl)methanol